C(CCCCCCCCCCCCCCCCC)(=O)OC=COC(CCCCCCCCCCCCCCCCC)=O vinylene distearate